{(3S*,4R*,Z)-2-[(2-hydroxyethoxy)-imino]-4-(4-methoxyphenyl)-pyrrolidin-3-yl}-carbamic acid benzyl ester C(C1=CC=CC=C1)OC(N[C@@H]1/C(/NC[C@H]1C1=CC=C(C=C1)OC)=N/OCCO)=O |o1:10,14|